CN(C1=CC=C(C=C1)/C=C/C=C/C=1SC2=C([N+]1CC)C=CC=C2)C 2-((1E,3E)-4-(4-(dimethylamino)phenyl)buta-1,3-dienyl)-3-ethylbenzo[d]thiazole-3-ium